2,2-dimethylpiperidine-1-carboxylate CC1(N(CCCC1)C(=O)[O-])C